C(N)=[Se] formselenoamide